ClCCOC1OCCCC1 2-(2-chloroethoxy)oxacyclohexane